FC(C=1C=NC(=NC1)N1CCC(=C(C1)OS(=O)(=O)C(F)(F)F)C(=O)OCC)(F)F Ethyl 1-(5-(trifluoromethyl) pyrimidin-2-yl)-5-(((trifluoromethyl) sulfonyl) oxy)-1,2,3,6-tetrahydropyridine-4-carboxylate